Cl.Cl.ClC=1C(=NC2=CC=C(C=C2C1)N1C(=NC=C1)CCN)N1CCNCC1 2-[1-(3-chloro-2-piperazin-1-yl-6-quinolyl)imidazol-2-yl]ethanamine dihydrochloride